2,4-diethoxy-6-methylpyrimidine C(C)OC1=NC(=CC(=N1)OCC)C